2,6-Difluoro-pyridine FC1=NC(=CC=C1)F